CC=1C=C(C=NC1)C(C(=O)N)=O (5-methyl-3-pyridyl)-2-oxo-acetamide